1,2-dihydroxybenzene lithium [Li].OC1=C(C=CC=C1)O